4-[4-(3-Chloro-4-methoxy-pyrazolo[1,5-a]pyridin-6-yl)-5-methyl-triazol-1-yl]piperidine-1-carboxylic acid tert-butyl ester C(C)(C)(C)OC(=O)N1CCC(CC1)N1N=NC(=C1C)C=1C=C(C=2N(C1)N=CC2Cl)OC